4-(piperidine-4-carbonyl)piperidine-1-carboxylic acid tert-butyl ester C(C)(C)(C)OC(=O)N1CCC(CC1)C(=O)C1CCNCC1